ethyl 4-(diethylphosphoryl)-2-methyl-2-butenoate C(C)P(=O)(CC)CC=C(C(=O)OCC)C